FC=1C(=CC2=C(C(N3[C@@H](CO2)C[C@@H](C3)O)=O)C1C1=C(C=CC=C1)F)C (2S,11aR)-7-fluoro-6-(2-fluorophenyl)-2-hydroxy-8-methyl-2,3,11,11a-tetrahydro-1H,5H-benzo[f]pyrrolo[2,1-c][1,4]oxazepine-5-one